N-(3-cyano-4-fluorophenyl)-2-[(3R)-3-methyl-[1,4'-bipiperidine]-1'-yl]-1,3-thiazole-5-carboxamide C(#N)C=1C=C(C=CC1F)NC(=O)C1=CN=C(S1)N1CCC(CC1)N1C[C@@H](CCC1)C